C(#N)C1=CC=CC(=N1)C1=NC=CC=C1 6-cyano-2,2'-bipyridin